N-(5-Chloro-1H-pyrrolo[3,2-b]pyridin-3-yl)-4-(pyridin-4-yl)-1H-benzo[d]imidazol-2-amine ClC1=CC=C2C(=N1)C(=CN2)NC2=NC1=C(N2)C=CC=C1C1=CC=NC=C1